OC=1C=C(C=C2C(=NNC12)C)C(=O)N1CCC2(CC1)CC1=C(N=C(S1)C(CO)(C)C)C(C2)=O 1'-(7-hydroxy-3-methyl-1H-indazole-5-carbonyl)-2-(1-hydroxy-2-methylpropan-2-yl)-5H-spiro[benzo[d]thiazole-6,4'-piperidin]-4(7H)-one